8-ethynyl-3-(methoxymethoxy)naphthalen-1-yl pivalate C(C(C)(C)C)(=O)OC1=CC(=CC2=CC=CC(=C12)C#C)OCOC